tert-Butyl 3-(3-chloro-4,5-difluoro-benzoyl)-5-methyl-2-oxo-piperidine-1-carboxylate ClC=1C=C(C(=O)C2C(N(CC(C2)C)C(=O)OC(C)(C)C)=O)C=C(C1F)F